[4-[(E)-[(1,1-dioxo-1,2-benzothiazol-3-yl)-isobutyl-hydrazono]methyl]-2-methoxy-phenyl]boronic acid O=S1(N=C(C2=C1C=CC=C2)N(\N=C\C2=CC(=C(C=C2)B(O)O)OC)CC(C)C)=O